FC1=C(OC2=C(C=C3C=NN(C3=C2)C)C(=O)OC)C=CC(=C1)OCCCOS(=O)(=O)C1=CC=C(C=C1)C Methyl 6-[2-fluoro-4-[3-(4-tolylsulfonyloxy)propoxy]phenoxy]-1-methyl-indazole-5-carboxylate